2-Oxo-2-[rac-(2R,5S)-2-(2,3-dihydrobenzofuran-7-yl)-5-methyl-1-piperidyl]acetamide 2,2,2-Trifluoroethyl-2-oxo-2-[rac-(2R,5S)-2-(2,3-dihydrobenzofuran-7-yl)-5-methyl-1-piperidyl]acetate FC(COC(C(N1[C@H](CC[C@@H](C1)C)C1=CC=CC=2CCOC21)=O)=O)(F)F.O=C(C(=O)N)N2[C@H](CC[C@@H](C2)C)C2=CC=CC=1CCOC12 |r|